Ethyl 7-bromo-1-methyl-4-oxo-1,4-dihydroquinoline-3-carboxylate BrC1=CC=C2C(C(=CN(C2=C1)C)C(=O)OCC)=O